7-bromo-3-ethyl-3-isopropyl-8-methoxy-5-phenyl-2,3,4,5-tetrahydro-1,5-benzothiazepine BrC=1C(=CC2=C(N(CC(CS2)(C(C)C)CC)C2=CC=CC=C2)C1)OC